(phenyl)(phenylcarbazolylphenyl)(dibenzofuranyl)triazine C1(=CC=CC=C1)C1=C(C(=NN=N1)C1=CC=CC=2OC3=C(C21)C=CC=C3)C3=C(C(=CC=C3)C3=CC=CC=C3)C3=CC=CC=2C1=CC=CC=C1NC32